C(C1=CC=CC=C1)OC=1C=C(C=CC1)C[C@@H]([C@@H](CNC(C)(C)C1=CC(=CC=C1)OC)O[Si](C)(C)C(C)(C)C)NC(=O)C=1C=C(C(=O)OC)C=CC1 methyl 3-(((2S,3R)-1-(3-(benzyloxy)phenyl)-3-((tert-butyldimethylsilyl)oxy)-4-((2-(3-methoxyphenyl)propan-2-yl)amino)butan-2-yl)carbamoyl)benzoate